C(C)C1=C(C=C(C=C1)NC1CCC(CC1)NC(OC(C)(C)C)=O)C tert-butyl (4-((4-ethyl-3-methylphenyl)amino)cyclohexyl)carbamate